C(CC(=O)[O-])(=O)OC1=C(C(=C(C(=C1)C)[N+](=O)[O-])C)Cl dimethyl-(2-chloro-4-nitrophenyl) malonate